OC1=C(C=C(CC2=C(C(=C(C(=C2C)CC2=CC(=C(C(=C2)C(C)(C)C)O)C(C)(C)C)C)CC2=CC(=C(C(=C2)C(C)(C)C)O)C(C)(C)C)C)C=C1C(C)(C)C)C(C)(C)C 2,4,6-tris(4-hydroxy-3,5-di-tert-butylbenzyl)mesitylene